O[C@@H]1[C@@H]([C@H]([C@@]2(OC3=C([C@@]21O)C(=CC(=C3)OC)OC)C3=CC=C(C=C3)OC)C3=CC=CC=C3)C(=O)O |&1:1,2| (1R/S,2R/S,3S,3aR,8bS)-1,8b-dihydroxy-6,8-dimethoxy-3a-(4-methoxyphenyl)-3-phenyl-2,3,3a,8b-tetrahydro-1H-cyclopenta[b]benzofuran-2-carboxylic acid